N-trifluoromethylbenzyl-methacrylamide FC(NC(C(=CCC1=CC=CC=C1)C)=O)(F)F